NC(C(=O)O)CC amino-butyric acid